(S)-N-((S)-1-(3-Fluoro-5-methoxyphenyl)-2-hydroxyethyl)-2-(2-(5-methyl-2-((1-methyl-1H-pyrazol-5-yl)amino)pyrimidin-4-yl)-4-oxo-6,7-dihydrothieno[3,2-c]pyridin-5(4H)-yl)propionamide FC=1C=C(C=C(C1)OC)[C@@H](CO)NC([C@H](C)N1C(C2=C(CC1)SC(=C2)C2=NC(=NC=C2C)NC2=CC=NN2C)=O)=O